NC1CC(CC(C1)(C)CNCC1(CC(CC(C1)(C)C)N)C)(C)C 3-[[(5-amino-1,3,3-trimethylcyclohexyl)methylamino]methyl]-3,5,5-trimethylcyclohexylamine